C1=NC=CC2=C1C[C@H](C1=C(O2)C=CC=C1)CNC |o1:7| (R*)-1-(10,11-dihydrobenzo[6,7]oxepino[3,2-c]pyridin-10-yl)-N-methylmethanamine